5-bromo-1-[(tert-butoxycarbonyl)amino]Imidazole-2-carboxylic acid ethyl ester C(C)OC(=O)C=1N(C(=CN1)Br)NC(=O)OC(C)(C)C